C(C=C)(=O)N1[C@H](CN(CC1)C=1C2=C(N=C(N1)OC[C@H](C)N(C)C)CC(OC2)C2=CC=CC1=CC=CC=C21)CC#N 2-((2S)-1-acryloyl-4-(2-((S)-2-(dimethylamino)propoxy)-7-(naphthalen-1-yl)-7,8-dihydro-5H-pyrano[4,3-d]pyrimidin-4-yl)piperazin-2-yl)acetonitrile